N[C@H]1C2N(CC1CC2)C(=O)C2=CC1=C(N(C(=N1)C=1N(C3=CC(=CC=C3C1)N1CCC(CC1)C(C)(C)O)CC1CC1)C)C(=C2)OC 2-[1-(2-{5-[(7R)-7-amino-2-azabicyclo[2.2.1]heptane-2-carbonyl]-7-methoxy-1-methyl-1H-1,3-benzodiazol-2-yl}-1-(cyclopropylmethyl)-1H-indol-6-yl)piperidin-4-yl]propan-2-ol